6-(pyridin-2-yl)-2-(3-(m-tolyl)-1H-pyrazol-1-yl)furo[3,2-d]pyrimidin-4-ol N1=C(C=CC=C1)C1=CC=2N=C(N=C(C2O1)O)N1N=C(C=C1)C=1C=C(C=CC1)C